O.[Ir](Cl)(Cl)(Cl)Cl Iridium(IV) chlorid Hydrat